(R)-Benzyl 3-((tert-butoxycarbonyl)((S)-3-(3-(cyclopropylsulfonyl)phenoxy)-2-hydroxypropyl)amino)-1-oxa-8-azaspiro[4.5]decane-8-carboxylate C(C)(C)(C)OC(=O)N([C@H]1COC2(C1)CCN(CC2)C(=O)OCC2=CC=CC=C2)C[C@@H](COC2=CC(=CC=C2)S(=O)(=O)C2CC2)O